ClC1=CC=C2C(=CNC2=C1C=1N=CN(C1C)C)S(=O)(=O)Cl 6-chloro-7-(1,5-dimethylimidazol-4-yl)-1H-indole-3-sulfonyl chloride